C(C)(C)(C)C(CC(C=C)=O)=C 5-tert-butyl-1,5-hexadien-3-one